Br[C@H](C(=O)O)CO (S)-2-bromo-3-hydroxypropionic acid